(±)-cis-N-[8-chloro-6-(3-isopropyl-1H-pyrazol-4-yl)-3-isoquinolinyl]-2-fluoro-cyclopropanecarboxamide ClC=1C=C(C=C2C=C(N=CC12)NC(=O)[C@H]1[C@H](C1)F)C=1C(=NNC1)C(C)C |r|